(S)-(-)-2-(Boc-amino)-1,5-pentanediol CC(C)(C)OC(=O)N[C@@H](CCCO)CO